((S)-3-((S)-8-(1H-pyrrolo[3,2-b]pyridin-6-ylsulfonyl)-1-oxa-8-azaspiro[4.5]dec-3-ylamino)-2-hydroxypropoxy)benzenesulfonamide N1C=CC2=NC=C(C=C21)S(=O)(=O)N2CCC1(C[C@@H](CO1)NC[C@@H](COC1=C(C=CC=C1)S(=O)(=O)N)O)CC2